N-Tetrahydropyran-4-yl-2-[2-(3,3,3-trifluoropropyl)pyrimidin-4-yl]-1-(2-trimethylsilylethoxymethyl)pyrrolo[3,2-c]pyridin-6-amine O1CCC(CC1)NC1=CC2=C(C=N1)C=C(N2COCC[Si](C)(C)C)C2=NC(=NC=C2)CCC(F)(F)F